(S)-(1-((4-((4-fluorobenzyl)oxy)benzyl)amino)-1-oxobutan-2-yl)carbamic acid tert-butyl ester C(C)(C)(C)OC(N[C@H](C(=O)NCC1=CC=C(C=C1)OCC1=CC=C(C=C1)F)CC)=O